N-n-Butylaminomethyltrimethoxysilan C(CCC)NC[Si](OC)(OC)OC